CC1=CN=C(S1)C=1C=C(C(=O)N)C=C(C1)OC[C@@H]1OCCC1 3-(5-methyl-1,3-thiazol-2-yl)-5-[(2R)-tetrahydrofur-2-ylmethoxy]benzamide